N-(3,4-dichlorobenzyl)-5-(6-methylpyridin-2-yl)-4-(1-(tetrahydro-2H-pyran-2-yl)-1H-indazol-5-yl)-1H-imidazol-2-amine ClC=1C=C(CNC=2NC(=C(N2)C=2C=C3C=NN(C3=CC2)C2OCCCC2)C2=NC(=CC=C2)C)C=CC1Cl